quinoline-8-yl-4-aminobenzamide N1=CC=CC2=CC=CC(=C12)C1=C(C(=O)N)C=CC(=C1)N